(4-thiazolylmethyl)-proline S1C=NC(=C1)CN1[C@@H](CCC1)C(=O)O